(3S,4S)-8-(9-((3,5-difluorophenyl)ethynyl)-7H-imidazo[1,2-c]pyrazolo[4,3-e]pyrimidin-5-yl)-3-methyl-2-oxa-8-azaspiro[4.5]decan-4-amine FC=1C=C(C=C(C1)F)C#CC1=NNC2=C1C=1N(C(=N2)N2CCC3([C@@H]([C@@H](OC3)C)N)CC2)C=CN1